ClC1=CC(=C(C=C1)CS)F (4-chloro-2-fluoro-phenyl)methanethiol